C(CCCCCCCCCCC)S(=O)(=O)O 1-Dodecanesulfonic acid